4-(8-((2-cyclobutyl-5-ethoxy-4'-fluoro-[1,1'-biphenyl]-4-yl)methyl)-2-oxo-1-oxa-3,8-diazaspiro[4.5]decan-3-yl)benzenesulfonic acid C1(CCC1)C1=C(C=C(C(=C1)CN1CCC2(CN(C(O2)=O)C2=CC=C(C=C2)S(=O)(=O)O)CC1)OCC)C1=CC=C(C=C1)F